N-(4-ethynylphenyl)acrylamide C(#C)C1=CC=C(C=C1)NC(C=C)=O